4-(4-(2-(4,4-difluoropiperidin-1-yl)-6-methylpyridin-4-yl)-1H-pyrazol-1-yl)-3-(4-methylpiperidin-1-yl)aniline FC1(CCN(CC1)C1=NC(=CC(=C1)C=1C=NN(C1)C1=C(C=C(N)C=C1)N1CCC(CC1)C)C)F